ethoxy-androsta-3,5-dien-17-one C(C)OC[C@@]12C(CC[C@H]1[C@@H]1CC=C3C=CCC[C@]3(C)[C@H]1CC2)=O